2,6-bis(4,5-diphenyl-9H-carbazol-9-yl)-4-(6-phenylpyridin-2-yl)benzonitrile C1(=CC=CC=C1)C1=CC=CC=2N(C3=CC=CC(=C3C12)C1=CC=CC=C1)C1=C(C#N)C(=CC(=C1)C1=NC(=CC=C1)C1=CC=CC=C1)N1C2=CC=CC(=C2C=2C(=CC=CC12)C1=CC=CC=C1)C1=CC=CC=C1